N-(5,5-difluoro-6,7-dihydro-5H-cyclopenta[b]pyridin-3-yl)-1-(1-oxo-1,2-dihydroisoquinolin-5-yl)-5-trifluoromethyl-1H-pyrazole-4-carboxamide FC1(CCC2=NC=C(C=C21)NC(=O)C=2C=NN(C2C(F)(F)F)C2=C1C=CNC(C1=CC=C2)=O)F